perfluoro(ethylcyclohexane) FC1(C(C(C(C(C1(F)F)(F)F)(F)F)(F)F)(F)F)C(C(F)(F)F)(F)F